CC1=NN(C(=C1CCC(=O)N1CCN(CC1)CC1=C(C=C(C=C1)[N+](=O)[O-])C)C)C=1C=CC=2N(N1)C(=NN2)C 3-(3,5-dimethyl-1-(3-methyl-[1,2,4]triazolo[4,3-b]pyridazin-6-yl)-1H-pyrazol-4-yl)-1-(4-(2-methyl-4-nitrobenzyl)piperazin-1-yl)propan-1-one